ethyl 6-oxo-1,6-dihydro-1,2,4-triazine-5-carboxylate O=C1C(=NC=NN1)C(=O)OCC